(pentafluorobenzyl) borate B(OCC1=C(C(=C(C(=C1F)F)F)F)F)([O-])[O-]